CN(CCCN(CC(C)O)CC(C)O)C {[3-(dimethylamino)propyl]imino}bis-2-propanol